3-(5-(5-phenylpyridin-2-yl)-1H-pyrazol-3-yl)pyrrolidine-1-carbonitrile C1(=CC=CC=C1)C=1C=CC(=NC1)C1=CC(=NN1)C1CN(CC1)C#N